tert-butyl 4-((3-ethyl-2-oxo-1,2-dihydroquinolin-7-yl)methyl)piperazine-1-carboxylate C(C)C=1C(NC2=CC(=CC=C2C1)CN1CCN(CC1)C(=O)OC(C)(C)C)=O